C(C)[C@]1(C(OCC=2C(N3CC=4C(=NC=5C=CC=CC5C4)C3=CC21)=O)=O)OC(CCC(=O)O)=O (S)-4-((4-ethyl-3,14-dioxo-3,4,12,14-tetrahydro-1H-pyrano[3',4':6,7]indolizino[1,2-b]quinolin-4-yl)oxy)-4-oxobutanoic acid